N-((2-methoxy-5-morpholinophenyl)sulfonyl)-5-(1H-pyrazol-1-yl)quinoline-2-carboxamide COC1=C(C=C(C=C1)N1CCOCC1)S(=O)(=O)NC(=O)C1=NC2=CC=CC(=C2C=C1)N1N=CC=C1